C(C)CC(=O)O.OCCN(C(C(C)(C)C)=O)CCO N,N-bis(2-hydroxyethyl)pivalamide (P)-ethyl-acetate